C(C1=CC=CC=C1)(=O)O[C@@H]1[C@@]23[C@@H](N(C1=O)C1=CC=C(C=C1)N1CCOCC1)OC([C@]21[C@H](C[C@@]3(O)C(C)(C)C)OC(C1)=O)=O (3aS,5aS,8R,8aS,9R,10aS)-9-(tert-butyl)-9-hydroxy-6-(4-morpholinophenyl)-2,4,7-trioxooctahydro-4H,9H-furo[3'',2'':2',3']cyclopenta[1',2':3,4]furo[2,3-b]pyrrol-8-yl benzoate